C(C1=CC=CC=C1)OC(=O)CC1C2C=CC(C1)C2 5-benzyloxycarbonylmethyl-bicyclo[2.2.1]Hept-2-ene